[N+](=O)([O-])N([N+](=O)[O-])C1=CC=CC=C1 Dinitroaminobenzene